8-(2-acetyl-2-azaspiro[3.4]octane-6-en-6-yl)-N-(1-cyanocyclopropyl)-3-(5-(Difluoromethyl)-1,3,4-thiadiazol-2-yl)imidazo[1,2-a]pyridine-6-sulfonamide C(C)(=O)N1CC2(C1)CC(=CC2)C=2C=1N(C=C(C2)S(=O)(=O)NC2(CC2)C#N)C(=CN1)C=1SC(=NN1)C(F)F